C(C)(C)(C)OC(=O)N1[C@@H]2CN([C@@H]2CC1)C1=C(C=NC2=C(C(=NC=C12)Br)F)[N+](=O)[O-].COCCN1C(CNCC1)=O 1-(2-methoxyethyl)piperazin-2-one tert-butyl-(1R,5R)-6-(7-bromo-8-fluoro-3-nitro-1,6-naphthyridin-4-yl)-2,6-diazabicyclo[3.2.0]heptane-2-carboxylate